COC1=CC=2N(C=C1)C(=CN2)C2=CC(=C(C=C2)NC(=O)C=2OC(=CC2)[N+](=O)[O-])C N-(4-(7-methoxyimidazo[1,2-a]pyridin-3-yl)-2-methylphenyl)-5-nitrofuran-2-carboxamide